2-((2-chloro-4-fluoro-5-nitrophenyl)amino)-4-(1-methyl-1H-indol-3-yl)pyrimidine-5-carboxylic acid isopropyl ester C(C)(C)OC(=O)C=1C(=NC(=NC1)NC1=C(C=C(C(=C1)[N+](=O)[O-])F)Cl)C1=CN(C2=CC=CC=C12)C